1-(2-(6-fluoro-1H-indol-3-yl)acetyl)azetidine-3-carboxamide FC1=CC=C2C(=CNC2=C1)CC(=O)N1CC(C1)C(=O)N